2'-fluorocytidine F[C@@]1([C@@H](O[C@@H]([C@H]1O)CO)N1C(=O)N=C(N)C=C1)O